2-(5-ethyl-2-(2-methoxypyridin-4-yl)-7-oxo-6-(piperazin-1-yl)thiazolo[5,4-b]pyridin-4(7H)-yl)acetic acid trifluoroacetate FC(C(=O)O)(F)F.C(C)C1=C(C(C2=C(N1CC(=O)O)SC(=N2)C2=CC(=NC=C2)OC)=O)N2CCNCC2